C(C=1C(O)=CC=CC1)(=O)O.C(C=1C(O)=CC=CC1)(=O)O Salicylic acid Salicylate